4-(2-(bis(4-methoxybenzyl)amino)-2-oxoethyl)piperazine-1-carboxylic acid 4-methoxyphenethyl ester COC1=CC=C(CCOC(=O)N2CCN(CC2)CC(=O)N(CC2=CC=C(C=C2)OC)CC2=CC=C(C=C2)OC)C=C1